(3aR,6aR)-2,2-dimethyl-6-((trityloxy)methyl)tetrahydrofuro[3,4-d][1,3]dioxol-4-ol CC1(O[C@@H]2[C@H](O1)C(OC2O)COC(C2=CC=CC=C2)(C2=CC=CC=C2)C2=CC=CC=C2)C